(5-(3-(2-(cyclopropanecarboxamido)benzo[d]thiazol-7-yl)-5-methoxyphenyl)furan-2-yl)phosphonic acid C1(CC1)C(=O)NC=1SC2=C(N1)C=CC=C2C=2C=C(C=C(C2)OC)C2=CC=C(O2)P(O)(O)=O